C(C)(C)(C)N(C(O)=O)C1CC(C1)CN.C(C)(=O)N(C1=C(C=C(C=C1)C1=CC=C(C=N1)C(=O)NC=1C=NC=CC1)Cl)CC1CC1 6-[4-[acetyl-(cyclopropylmethyl)amino]-3-chloro-phenyl]-N-(3-pyridinyl)pyridine-3-carboxamide tert-butyl-((1r,3r)-3-(aminomethyl)cyclobutyl)carbamate